(12-bromododecyl)-dodecyl-dimethylammonium bromide [Br-].BrCCCCCCCCCCCC[N+](C)(C)CCCCCCCCCCCC